FC1=C(OC=2N=CC(=NC2)NC([C@@H](C)N2CC(N(CC2)C(=O)C2=CN(C(C=C2)=O)C)(C)C)=O)C=CC(=C1)F (R)-N-(5-(2,4-difluorophenoxy)pyrazin-2-yl)-2-(3,3-dimethyl-4-(1-methyl-6-oxo-1,6-dihydropyridine-3-carbonyl)piperazin-1-yl)propanamide